(E)-3-phenyl-2-propenyl (E)-3-phenyl-2-propenoate C1(=CC=CC=C1)/C=C/C(=O)OC\C=C\C1=CC=CC=C1